[(4S)-4-(4-chloro-1,3-benzoxazol-2-yl)-1,4,6,7-tetrahydroimidazo[4,5-c]pyridin-5-yl]-[4-(difluoromethyl)oxazol-5-yl]methanone ClC1=CC=CC2=C1N=C(O2)[C@H]2N(CCC1=C2N=CN1)C(=O)C1=C(N=CO1)C(F)F